C(#N)C1=CC=C(C=C1)C(C)(C)C1=CC(=CC=C1)C(C)(C)C1=CC=C(C=C1)C#N α,α'-bis(4-cyanophenyl)-m-diisopropylbenzene